C12CN(CC(N1)C2)C2=NC(=CC(=N2)N2N=CC1=CC=CC=C21)C N-(2-(3,6-diazabicyclo[3.1.1]heptan-3-yl)-6-methylpyrimidin-4-yl)-1H-indazol